2-{5-(2-aminopyrimidin-4-yl)-4-[3-(2,5-difluorobenzenesulfonylamino)-2-fluorophenyl]-thiazol-2-yl}-pyrrolidine-1-carboxylic acid tert-butyl ester C(C)(C)(C)OC(=O)N1C(CCC1)C=1SC(=C(N1)C1=C(C(=CC=C1)NS(=O)(=O)C1=C(C=CC(=C1)F)F)F)C1=NC(=NC=C1)N